(S)-3-fluoro-5-(1-(4-(4-(5-methyl-3-(trifluoromethyl)-1H-1,2,4-triazol-1-yl)pyrimidin-2-yl)piperazine-1-carbonyl)-4,5-dihydro-1H-pyrazol-5-yl)benzonitrile FC=1C=C(C#N)C=C(C1)[C@@H]1CC=NN1C(=O)N1CCN(CC1)C1=NC=CC(=N1)N1N=C(N=C1C)C(F)(F)F